methyl-O-(trans-3-(2-(5,6,7,8-tetrahydro-1,8-naphthyridin-2-yl)ethyl)cyclobutyl)homoserine CN[C@@H](CCO[C@@H]1C[C@H](C1)CCC1=NC=2NCCCC2C=C1)C(=O)O